methyl 1-((S)-1-((2S,4r)-2-(benzo[d]thiazol-2-yl)-4-hydroxypyrrolidin-1-yl)-3-methyl-1-oxobutan-2-yl)-1H-1,2,3-triazole-4-carboxylate S1C(=NC2=C1C=CC=C2)[C@H]2N(C[C@@H](C2)O)C([C@H](C(C)C)N2N=NC(=C2)C(=O)OC)=O